COC=1C=CC(=NC1OC)COC1=NN=C(S1)NC(C1=CN=C(C=C1C1=C(C=CC=C1OC)F)C)=O N-(5-((5,6-dimethoxypyridin-2-yl)methoxy)-1,3,4-thiadiazol-2-yl)-4-(2-fluoro-6-methoxyphenyl)-6-methylnicotinamide